2-(N,N-diethylthiocarbamoylthio)benzothiazole C(C)N(C(=S)SC=1SC2=C(N1)C=CC=C2)CC